COC=1C=C(C=CC1)C=1N=C(N2C1OC=C2)C2=CC=C(C#N)C=C2 4-(7-(3-methoxyphenyl)imidazo[5,1-b]oxazol-5-yl)benzonitrile